C(C)(=O)[O-].C(CCCCCCCCC)[N+]1=CC=C(C=C1)C 1-Decyl-4-methylpyridinium acetate